C(CCCCCCCCCCCCCCCCCCCCCCC)(=O)O tetracosanic acid